The molecule is a limonoid isolated from Xylocarpus granatum and has been shown to exhibit antineoplastic activity. It has a role as a metabolite and an antineoplastic agent. It is a limonoid, an enoate ester, a delta-lactone, a member of furans, a bridged compound, an organic heteropentacyclic compound and a methyl ester. C/C=C(\\C)/C(=O)O[C@H]1C2C[C@@]34[C@H](CC[C@@]5([C@H]3CC(=O)O[C@H]5C6=COC=C6)C)[C@@]([C@]2(O4)O)([C@H](C1(C)C)CC(=O)OC)C